C1(=CC=CC=C1)[C@@H](O)[C@H]1NCCC1 (R)-phenyl-((S)-pyrrolidin-2-yl)methanol